(R)-N-((S)-2,6-dioxopiperidin-3-yl)-1,2,3,4-tetrahydronaphthalene-1-carboxamide O=C1NC(CC[C@@H]1NC(=O)[C@@H]1CCCC2=CC=CC=C12)=O